O1C=C(C2=C1C=CC=C2)C[C@@H]2CN(CCC2)C(=O)OC(C)(C)C tert-butyl (3R)-3-(1-benzofuran-3-ylmethyl)piperidine-1-carboxylate